(S)-3-fluoro-4-(4-((1-(2-(furan-2-yl)-7-hydroxy-[1,2,4]triazolo[1,5-a][1,3,5]triazin-5-yl)piperidin-3-yl)methyl)piperazin-1-yl)benzoic acid hydrochloride Cl.FC=1C=C(C(=O)O)C=CC1N1CCN(CC1)C[C@H]1CN(CCC1)C1=NC=2N(C(=N1)O)N=C(N2)C=2OC=CC2